O[C@H]1CN(CC1)CC=1C=CC(=NC1)C(=O)NC=1C(=C(C=CC1)C1=C(C(=CC=C1)NC(=O)C1=NN2C(C(CCC2)NCC(=O)O)=C1)C)C 2-((2-((3'-(5-(((R)-3-hydroxypyrrolidin-1-yl)methyl)picolinamido)-2,2'-dimethyl-[1,1'-biphenyl]-3-yl)carbamoyl)-4,5,6,7-tetrahydropyrazolo[1,5-a]pyridin-4-yl)amino)acetic acid